C(C)N1C=NC2=C1N=NC=C2C2=CC(=C(C=C2)F)C2=CC=C(C1=CC=CC=C21)S(=O)(=O)CC 7-ethyl-4-(3-(4-(ethylsulfonyl)naphthalen-1-yl)-4-fluorophenyl)-7H-imidazo[4,5-c]Pyridazine